3-((6-Bromoquinolin-4-yl)amino)-5-methoxyphenol BrC=1C=C2C(=CC=NC2=CC1)NC=1C=C(C=C(C1)OC)O